5-fluoro-1H-pyrrolo[2,3-f]quinoline FC=1C=C2C(=C3C=CC=NC13)NC=C2